ClC1=C(C=CC=C1)C(NC(=O)C=1C(NC(=CC1)C(F)(F)F)=O)C1=CC=CC=C1 N-((2-chlorophenyl)(phenyl)methyl)-2-oxo-6-(trifluoromethyl)-1,2-dihydropyridine-3-carboxamide